C(C)N(S(=O)(=O)C1=CC(=CC=C1)C(F)(F)F)C=1C=C2C(CCC2=CC1)O N-ethyl-N-(3-hydroxy-2,3-dihydro-1H-inden-5-yl)-3-(trifluoromethyl)benzenesulfonamide